CC(C)[C@@H](C(=O)O)NC(=O)[C@H](CN)NC(=O)[C@H]1[C@@H](O1)C(=O)N The molecule is a member of the family of dapdiamides consisting of 3-aminoalanylvaline, in which the N-terminus is acylated by a 3-carbamoyloxirane-2-carbonyl group. NB Although the relative configuration of the epoxide moiety has been assigned as trans, it has not yet been established whether the absolute configuration is R,R (as drawn) or S,S. It is a dapdiamide and an epoxide. It is a tautomer of a dapdiamide E zwitterion.